N[C@@H](CC(=O)OCC)C1=CC(=CC=C1)Br ethyl (S)-3-amino-3-(3-bromophenyl)propanoate